N1CCCCC1 tetrahydro-2H-pyridine